(S)-6-(4'-amino-4'H,6'H-spiro[piperidine-4,5'-pyrrolo[1,2-b]pyrazol]-1-yl)-3-(2,3-dichlorophenyl)-2-methylpyridin-4(3H)-one NC1C2(CN3N=CC=C31)CCN(CC2)C2=CC([C@H](C(=N2)C)C2=C(C(=CC=C2)Cl)Cl)=O